tert-butyl N-[4-[8-[(8-fluoro-2-methyl-imidazo[1,2-a]pyridin-6-yl)carbamoyl]cinnolin-5-yl]-1-oxo-1,4-thiazinan-1-yl]carbamate FC=1C=2N(C=C(C1)NC(=O)C=1C=CC(=C3C=CN=NC13)N1CCS(CC1)(=O)NC(OC(C)(C)C)=O)C=C(N2)C